C(#N)N1C[C@]2(CCC2C1)NC(=O)C1=CC=C(C=C1)C1=C(C=CC=C1)OC1=CC=C(C=C1)F N-((1R)-3-Cyano-3-azabicyclo[3.2.0]heptan-1-yl)-2'-(4-fluorophenoxy)-[1,1'-biphenyl]-4-carboxamid